C(C)(C)(C)OC(=O)N1CC(N(CC1)CC1=C(C=C(C=C1)C=1C=2N(C=C(N1)C=1C=NN(C1)C)N=CC2)C)=O 4-(2-methyl-4-(6-(1-methyl-1H-pyrazol-4-yl)pyrazolo[1,5-a]pyrazin-4-yl)benzyl)-3-oxopiperazine-1-carboxylic acid tert-butyl ester